C(C)OC1=NC=C(C(=N1)OCC)C 2,4-diethoxy-5-methylpyrimidine